S(C)(=O)(=O)O.C[SiH2][SiH2][SiH3] methyltrisilane mesylate